The molecule is an ammonium ion that is the trication of spermidine, formed by protonation at all three nitrogens. It has a role as a human metabolite and a fundamental metabolite. It is an ammonium ion derivative and an organic cation. It is a conjugate acid of a spermidine. C(CC[NH2+]CCC[NH3+])C[NH3+]